rac-N-(4-amino-1-((2-(trimethylsilyl)ethoxy)methyl)-1H-pyrazolo[4,3-c]pyridin-7-yl)-2-((2R,5S)-2-isopropyl-5-methylpiperidin-1-yl)-2-oxoacetamide NC1=NC=C(C2=C1C=NN2COCC[Si](C)(C)C)NC(C(=O)N2[C@H](CC[C@@H](C2)C)C(C)C)=O |r|